CC(CCO)CC\C(=C\C)\C (6E)-3,6-dimethyloct-6-en-1-ol